ClC1=CC=C(C=C1)C=1C(=NN2C1N=C(C=C2C=2C=C(C#N)C=CC2)N2[C@@H](CCC2)CO)C2=C(C=CC=C2)OC 3-[3-(4-chlorophenyl)-5-[(2S)-2-(hydroxymethyl)pyrrolidin-1-yl]-2-(2-methoxyphenyl)pyrazolo[1,5-a]pyrimidin-7-yl]benzonitrile